tert-butyl (6-(1-(2,2-difluoroethyl)-4-(4-fluorophenyl)-1H-imidazol-5-yl)imidazo[1,2-b]pyridazin-3-yl)carbamate FC(CN1C=NC(=C1C=1C=CC=2N(N1)C(=CN2)NC(OC(C)(C)C)=O)C2=CC=C(C=C2)F)F